FC1=CC(=C(C=C1)C1=CC(=NC(=C1)C(=C)C)N1C(C2=CC(=CC=C2C1)CNCC1(CCC1)O)=O)C1=NN=CN1C 2-{4-[4-Fluoro-2-(4-methyl-1,2,4-triazol-3-yl)phenyl]-6-(prop-1-en-2-yl)pyridin-2-yl}-6-({[(1-hydroxycyclobutyl)methyl]amino}methyl)-3H-isoindol-1-one